C1(CCC1)NS(=O)(=O)C1=CC=C(C=C1)NC([C@H](CC1=CC=CC=C1)NC(C1=CN=CC=C1)=O)=O (S)-N-(1-(4-(N-cyclobutylsulfamoyl)phenylamino)-1-oxo-3-phenylpropan-2-yl)nicotinamide